COC1CCC(CC1)NC1=NC=C(C(=N1)NC1(CCC1)C)C(=O)N 2-((1r,4r)-4-methoxycyclohexylamino)-4-(1-methylcyclobutylamino)-pyrimidine-5-carboxamide